N-[(3,5-dimethyl-1,2-oxazol-4-yl)methyl]-8-methyl-2-(pyridin-2-ylmethyl)-4,5-dihydro-2H-furo[2,3-g]indazole-7-carboxamide CC1=NOC(=C1CNC(=O)C1=C(C2=C(CCC3=CN(N=C23)CC2=NC=CC=C2)O1)C)C